(S)-2,4-dichloro-7-(naphthalen-1-yl)-5,6,7,8-tetrahydroQuinazoline ClC1=NC=2C[C@H](CCC2C(=N1)Cl)C1=CC=CC2=CC=CC=C12